O[C@@]1([C@@H](CC[C@H](C1)C)C(C)C)C(=O)NCC(C)C1=CC=CC=C1 (1s,2s,5r)-1-hydroxy-2-isopropyl-5-methyl-N-(2-phenylpropyl)cyclohexanecarboxamide